4-amino-2-(methylsulfanyl)-8-(propan-2-yl)pyrido[2,3-d]Pyrimidin-7(8H)-one NC=1C2=C(N=C(N1)SC)N(C(C=C2)=O)C(C)C